N(=C=O)C1CC2(C1)CCC2 2-isocyanatospiro[3.3]heptane